N-(tert-butoxycarbonyl)-L-leucinyl-3-[(3S)-2-oxopyrrolidin-3-yl]L-alanine methyl ester COC([C@@H](NC([C@@H](NC(=O)OC(C)(C)C)CC(C)C)=O)C[C@H]1C(NCC1)=O)=O